BrC=1N=C(C(=NC1)N1C(N(C2=C1C(=CC=C2)C)CC(=O)OCC)=O)C ethyl 2-(3-(5-bromo-3-methylpyrazin-2-yl)-4-methyl-2-oxo-2,3-dihydro-1H-benzo[d]imidazol-1-yl)acetate